(5-Ethyl-1-(2-methoxyethyl)-4-oxo-4,5-dihydro-1H-pyrrolo[3,2-c]pyridin-3-yl)carbamic acid tert-butyl ester C(C)(C)(C)OC(NC1=CN(C2=C1C(N(C=C2)CC)=O)CCOC)=O